3-hydroxysulphonyloxy-1-pyrrolidinecarboxamide OS(=O)(=O)OC1CN(CC1)C(=O)N